5-(1,2,3,6-tetrahydropyridin-4-yl)-1H-pyrrolo[3,2-b]Pyridine-7-carboxamide N1CCC(=CC1)C1=CC(=C2C(=N1)C=CN2)C(=O)N